BrC1=CC=C(C=C1)C=1C[C@@H](C[C@H]2COCC12)OC(C)C |r| rac-(3aR,5R,7S,7aS)-7-(4-bromophenyl)-5-isopropoxyhexahydroisobenzofuran